6-(2-amino-5-(4-(3-(dimethylamino)pyrrolidin-1-yl)phenyl)pyridin-3-yl)-3,4-dihydroisoquinolin-1(2H)-one NC1=NC=C(C=C1C=1C=C2CCNC(C2=CC1)=O)C1=CC=C(C=C1)N1CC(CC1)N(C)C